5-{[(5RS)-3-oxo-5-(pyrrolidin-1-ylcarbonyl)-5,6,7,8-tetrahydro[1,2,4]triazolo[4,3-a]pyridine-2(3H)-yl]methyl}pyridine-2-carbonitrile O=C1N(N=C2N1[C@H](CCC2)C(=O)N2CCCC2)CC=2C=CC(=NC2)C#N |r|